N1(CCCCC1)C=1N=CC2=C(C=NNC2=O)N1 2-(piperidin-1-yl)pyrimido[4,5-d]pyridazin-5(6H)-one